C(C)S(=O)(=O)NCCCN(CCCCCCCC(=O)OCCC(CCCC)CCCC)CCCCCCCC(OC(CCCCCCC)CCCCCCC)=O 3-butylheptyl 8-((3-(ethylsulfonamido)propyl)(8-oxo-8-(pentadecan-8-yloxy)octyl)amino)octanoate